C(#N)C1=NC2=CC(=CC(=C2N=C1N1CCN(CC1)C1=C(C=CC=C1)C#N)[C@@H](C)NC1=C(C(=O)O)C=CC=C1)C (R)-2-((1-(2-cyano-3-(4-(2-cyano-phenyl)piperazin-1-yl)-7-methyl-quinoxalin-5-yl)ethyl)amino)benzoic acid